tert-Butyl (S)-2-(aminooxy)-2-((R)-6-(1-((S)-3-((tert-butoxycarbonyl)amino)-2-((tert-butyldimethylsilyl)oxy)propyl)-1H-pyrazol-4-yl)chroman-2-yl)propanoate NO[C@@](C(=O)OC(C)(C)C)(C)[C@@H]1OC2=CC=C(C=C2CC1)C=1C=NN(C1)C[C@H](CNC(=O)OC(C)(C)C)O[Si](C)(C)C(C)(C)C